[Na+].[Na+].P([O-])(=O)(OP(=O)([O-])O)OC[C@@H]1[C@H]([C@H]([C@@H](O1)N1C(=O)N(C(=O)C=C1)CC(C1=CC=CC=C1)=O)O)O 3-(2-Oxo-2-phenylethyl)-uridine-5'-diphosphate disodium salt